2-Methoxypyrazolo[1,5-a]pyridine-3-carbohydrazide COC1=NN2C(C=CC=C2)=C1C(=O)NN